ClC1=C(C=CC(=C1)Cl)C1=CC(=C(C=C1)C(=O)OC)NC(C1=C(C=C(C(=C1)O)C(N=S(=O)(C)C)=O)C(N(C)C)=O)=O methyl 2',4'-dichloro-3-(4-((dimethyl(oxo)-λ6-sulfanylidene)carbamoyl)-2-(dimethylcarbamoyl)-5-hydroxybenzamido)-[1,1'-biphenyl]-4-carboxylate